2-nitrosopropane N(=O)C(C)C